C(C)OCCN1C=[N+](C=C1)CCOCC 1,3-bis(2-ethoxyethyl)imidazolium